N-tert-butyl-1-{5-[5-(1H-pyrazol-4-yl)pyrimidin-2-yl][1,3]thiazolo[5,4-d][1,3]thiazol-2-yl}pyrrolidin-3-amine C(C)(C)(C)NC1CN(CC1)C=1SC=2N=C(SC2N1)C1=NC=C(C=N1)C=1C=NNC1